cyclopropyl-(methyl)ammonium chloride [Cl-].C1(CC1)[NH2+]C